ClCC(=O)N[C@H]1CN(CC[C@@H]1O)C(=O)OCC1=CC=CC=C1 |r| rac-benzyl (3S,4S)-3-(2-chloroacetamido)-4-hydroxypiperidine-1-carboxylate